benzyl 3-{2-[(hexahydro-1H-pyrrolizin-7a-yl) methoxy]-5H,6H,7H,8H-pyrido[3,4-d]pyrimidin-4-yl}-3,8-diazabicyclo[3.2.1]octane-8-carboxylate C1CCN2CCCC12COC=1N=C(C2=C(N1)CNCC2)N2CC1CCC(C2)N1C(=O)OCC1=CC=CC=C1